N-[1-(4-chloro-2-thienyl)ethyl]cyclopropylamine ClC=1C=C(SC1)C(C)NC1CC1